C(=C)[Si](NCCCC)(NCCCC)NCCCC vinyltri(N-butylamino)silane